2-methyl-N-[1-(1-methylpyrazol-4-yl)propyl]propane-2-sulfinamide CC(C)(C)S(=O)NC(CC)C=1C=NN(C1)C